(1S,2S,4S,6R)-4-ethoxy-2-((2-fluoro-4-(trifluoromethyl)phenyl)carbamoyl)-6-(4-(methylamino)phenyl)cyclohexane-1-carboxylic acid C(C)O[C@@H]1C[C@@H]([C@H]([C@@H](C1)C1=CC=C(C=C1)NC)C(=O)O)C(NC1=C(C=C(C=C1)C(F)(F)F)F)=O